2-(6-(azetidin-3-yl)pyridazin-3-yl)-5-(2-methyl-8-(trifluoromethyl)imidazo[1,2-a]pyridin-6-yl)phenol hydrochloride Cl.N1CC(C1)C1=CC=C(N=N1)C1=C(C=C(C=C1)C=1C=C(C=2N(C1)C=C(N2)C)C(F)(F)F)O